Cl.ClC1=C(C=C(C=C1)C(=O)N1CCC2(CC1)CCNCC2)N2C(NC(CC2)=O)=O 1-(2-chloro-5-(3,9-diazaspiro[5.5]undec-3-carbonyl)phenyl)dihydropyrimidine-2,4(1H,3H)-dione hydrochloride